4-tertiary butyl-phenylpropionaldehyde C(C)(C)(C)C1=CC=C(C=C1)C(C=O)C